CC=1NC=C(N1)C1=CN=C(C2=CC(=C(C=C12)C(=O)N)OC(C)C)OC[C@H]1NC(CC1)=O 4-(2-methyl-1H-imidazol-4-yl)-1-{[(2S)-5-oxopyrrolidin-2-yl]methoxy}-7-(prop-2-yloxy)isoquinoline-6-carboxamide